N-(1,3-benzodioxol-4-ylmethyl)-1-[2-(1-piperidyl)-4-pyridyl]ethanamine O1COC2=C1C=CC=C2CNC(C)C2=CC(=NC=C2)N2CCCCC2